(S)-10-((5-Chloro-2-((S)-7-hydroxy-5-azaspiro[2.5]octan-5-yl)pyrimidin-4-yl)amino)-2-cyclopropyl-3,3-difluoro-7-methyl-1,2,3,4-tetrahydro-[1,4]oxazepino[2,3-c]chinolin-6(7H)-on ClC=1C(=NC(=NC1)N1CC2(CC2)C[C@@H](C1)O)NC1=CC=2C3=C(C(N(C2C=C1)C)=O)OCC([C@@H](N3)C3CC3)(F)F